isopropyl 6-(4-((4-(1H-pyrazol-4-yl)phenyl) amino) pyrimidin-2-yl)-1H-indole-2-carboxylate N1N=CC(=C1)C1=CC=C(C=C1)NC1=NC(=NC=C1)C1=CC=C2C=C(NC2=C1)C(=O)OC(C)C